O(S(=O)(=O)C(F)(F)F)C1=CC(=CC2=CC=C(C(=C12)F)F)NC(=O)OC(C)(C)C 3-((tert-butoxycarbonyl)amino)-7,8-Difluoronaphthalen-1-yl triflate